C(#N)CC1=CC=CC2=C1C=C(O2)C#CCNC(OC(C)(C)C)=O tert-butyl (3-(4-(cyanomethyl)benzofuran-2-yl)prop-2-yn-1-yl)carbamate